2-[(1-oxo-2-propen-1-yl)amino]ethanaminium chloride [Cl-].O=C(C=C)NCC[NH3+]